FUROPYRIMIDIN N1=CN=CC2=C1C=CO2